FC(C1=C(C=NN1C)S(=O)(=O)N1CCC(CC1)(F)C=1C(=CC=2N(C1)N=CN2)F)F 6-(1-((5-(difluoromethyl)-1-methyl-1H-pyrazol-4-yl)sulfonyl)-4-fluoropiperidin-4-yl)-7-fluoro-[1,2,4]triazolo[1,5-a]pyridine